CC(CCCOC(C)=O)C 4-methylpentylacetate